CC1=CC=CC2=C(N(N=C12)CC1OCCCC1)C(=O)NC1=CC(=CC=C1)S(N)(=O)=O 7-methyl-2-(oxan-2-ylmethyl)-N-(3-sulfamoylphenyl)indazole-3-carboxamide